5-chloro-2-[(2,2-difluorocyclopentanecarbonyl)amino]-N-[(1S)-3-(methylamino)-1-[[(3S,5R)-5-methyl-2-oxo-pyrrolidin-3-yl]methyl]-2,3-dioxo-propyl]benzamide ClC=1C=CC(=C(C(=O)N[C@H](C(C(=O)NC)=O)C[C@H]2C(N[C@@H](C2)C)=O)C1)NC(=O)C1C(CCC1)(F)F